tert-butyl 4-((6-cyano-2H-indazol-2-yl)(2,2-difluoro-3-(methoxycarbonyl)-cyclopropyl)methyl)-5-methoxy-7-methyl-1H-indole-1-carboxylate C(#N)C=1C=CC2=CN(N=C2C1)C(C1=C2C=CN(C2=C(C=C1OC)C)C(=O)OC(C)(C)C)C1C(C1C(=O)OC)(F)F